N-Hydroxy-3-(2-(4-chlorophenyl)quinolin-4-yl)propanamide ONC(CCC1=CC(=NC2=CC=CC=C12)C1=CC=C(C=C1)Cl)=O